(pivaloyloxy)methyl 4-((6-chloronaphthalen-2-yl)oxy)-1H-1,2,3-triazole-5-carboxylate ClC=1C=C2C=CC(=CC2=CC1)OC=1N=NNC1C(=O)OCOC(C(C)(C)C)=O